2,4,5-trifluoro-benzeneacetyl chloride FC1=C(C=C(C(=C1)F)F)CC(=O)Cl